1-butyl-2,3-dimethylimidazolium sulfate S(=O)(=O)([O-])[O-].C(CCC)N1C(=[N+](C=C1)C)C.C(CCC)N1C(=[N+](C=C1)C)C